CNC(C1=NC(=C(C=C1)N1CCN(CC1)CC1=CC(=NC=C1)NC(=O)N)C)=O N,6-dimethyl-5-(4-((2-ureidopyridin-4-yl)methyl)piperazin-1-yl)picolinamide